COC1=C(CNC2=NC=3C(=CC=CC3C=3N2N=C(N3)[C@@H]3N(CCC(C3)=O)C(=O)OC(C)(C)C)OC)C=CC(=C1)OC tert-butyl (R)-2-(5-((2,4-dimethoxybenzyl)amino)-7-methoxy-[1,2,4]triazolo[1,5-c]quinazolin-2-yl)-4-oxopiperidine-1-carboxylate